1-[4-(phenylsulfanyl)phenyl]butan-1-one C1(=CC=CC=C1)SC1=CC=C(C=C1)C(CCC)=O